BrC=1C=CC(=NC1)C(CCOC)O[Si](C)(C)C(C)(C)C 5-bromo-2-(1-((tert-butyldimethylsilyl)oxy)-3-methoxypropyl)pyridine